ClC=1C(=C(C=CC1)NC1=CC2=C(C=N1)N(C(N2C2CCCC2)=O)C)C 6-((3-chloro-2-methylphenyl)amino)-1-cyclopentyl-3-methyl-1,3-dihydro-2H-imidazo[4,5-c]pyridin-2-one